Cl.ClC1=C(C=C(OCC(=O)N[C@H]2CC[C@@H](NC2)C(=O)NCCCOC(F)(F)F)C=C1)F (2R,5S)-5-[2-(4-chloro-3-fluorophenoxy)acetamido]-N-[3-(trifluoromethoxy)propyl]piperidine-2-carboxamide hydrochloride